CC1(OB(OC1(C)C)C=1C=NN2C1C=CC(=C2)OCCN2CCOCC2)C 4-[2-[3-(4,4,5,5-tetramethyl-1,3,2-dioxaborolan-2-yl)pyrazolo[1,5-a]pyridin-6-yl]oxyethyl]morpholine